P(=O)(OC1=C2C(=CN(C2=CC=C1)C)CCN(C)C)(O)O [3-[2-(dimethylamino) ethyl]-1-methylindol-4-yl] dihydrogen phosphate